C1(CCCCC1)COC1=C(C=C(CN2CC(C2)C(=O)OC)C=C1)C methyl 1-(4-(cyclohexylmethoxy)-3-methylbenzyl)azetidine-3-carboxylate